6-[3-ethylsulfonyl-5-(2H-tetrazol-5-yl)-2-pyridyl]-7-methyl-3-(1,1,2,2,2-pentafluoroethyl)imidazo[4,5-c]pyridazine C(C)S(=O)(=O)C=1C(=NC=C(C1)C=1N=NNN1)C1=NC2=C(N=NC(=C2)C(C(F)(F)F)(F)F)N1C